3,4-diacetylhexa-3-ene-1,5-diyne C(C)(=O)C(C#C)=C(C#C)C(C)=O